(1R,5S)-6-[2-(2-fluorophenyl)-3-(pyridin-4-yl)-3H-imidazo[4,5-b]pyridin-5-yl]-3,6-diazabicyclo[3.1.1]heptane FC1=C(C=CC=C1)C1=NC=2C(=NC(=CC2)N2[C@@H]3CNC[C@H]2C3)N1C1=CC=NC=C1